[Cl-].C(CCCCCCCCCCCCC)[N+](CCO)(C)C tetradecyl-dimethyl-(2-hydroxyl)ethyl-ammonium chloride